C(C)(=O)C1=C(C=C(C=C1)Cl)/C=C/C(=O)OC(C)(C)C (E)-tert-Butyl 3-(2-acetyl-5-chlorophenyl)acrylate